C(CC)N1CN(C=C1)C 1-propyl-3-methyl-Imidazole